(S)-1-(4-methoxy-3-sulfonylphenyl)propane COC=1C(CC(=CC1)CCC)=S(=O)=O